ethyl 3-[2-(prop-2-yloxy) ethoxy]-1-[(1r,4r)-4-{[(tert-butoxy) carbonyl] amino} cyclohexyl]-1H-pyrazole-4-carboxylate CC(C)OCCOC1=NN(C=C1C(=O)OCC)C1CCC(CC1)NC(=O)OC(C)(C)C